CN(CCOC1=CC(=C2CN(C(NC2=C1)=O)C1CCC(CC1)C(=O)NC1=CC(=C(C=C1)C)OC)C)C (1s,4s)-4-(7-(2-(dimethylamino)ethoxy)-5-methyl-2-oxo-1,2-dihydroquinazolin-3(4H)-yl)-N-(3-methoxy-4-methylphenyl)cyclohexanecarboxamide